N[C@]1(C(N(C2=CC=C(C=C12)Br)C(C1=CC=CC=C1)(C1=CC=CC=C1)C1=CC=CC=C1)=O)C1=CC=C(C=C1)OC (R)-3-amino-5-bromo-3-(4-methoxyphenyl)-1-triphenylmethylindol-2-one